N-(2,3-dimethylphenyl)-3-oxobutanamide CC1=C(C=CC=C1C)NC(CC(C)=O)=O